mono-Methyl terephthalate C(C1=CC=C(C(=O)[O-])C=C1)(=O)OC